N-benzyl-para-aminoanisole C(C1=CC=CC=C1)NC1=CC=C(C=C1)OC